8-(1-(2,2-difluoroethyl)-1H-pyrazolo[3,4-b]pyrazin-6-yl)-2-(5-(trifluoromethyl)pyridin-3-yl)-2,8-diazaspiro[4.5]decan-3-one FC(CN1N=CC=2C1=NC(=CN2)N2CCC1(CC(N(C1)C=1C=NC=C(C1)C(F)(F)F)=O)CC2)F